NC1=NC=CC2=C1C(=NN2[C@H]2C[C@@H](N(C2)C(C=C)=O)COC(F)(F)F)I 1-[(2R,4S)-4-[4-amino-3-iodopyrazolo[4,3-c]pyridin-1-yl]-2-[(trifluoromethoxy)methyl]pyrrolidin-1-yl]prop-2-en-1-one